CC(C)(C)[Si](O[C@@H]1C[C@H](C1)O)(C)C trans-3-[[(1,1-dimethylethyl)dimethylsilyl]oxy]cyclobutanol